methyl 2-((2-(3-((tert-butoxycarbonyl)(6-methoxy-3-nitropyridin-2-yl)amino)prop-1-yn-1-yl)-4-fluorophenyl)amino)-5-(trifluoromethoxy)benzoate C(C)(C)(C)OC(=O)N(CC#CC1=C(C=CC(=C1)F)NC1=C(C(=O)OC)C=C(C=C1)OC(F)(F)F)C1=NC(=CC=C1[N+](=O)[O-])OC